C(C(=C)C)(=O)OCCCOC=1C=CC=2C(C3=CC=CC=C3OC2C1)=C(C#N)C#N 3-((9-(dicyanomethylene)-9H-xanthen-3-yl)oxy)propyl methacrylate